5-[(1R,2S)-1-(4-cyclopropylphenyl)-2-[[(2R)-2-hydroxypropionyl]amino]propoxy]-N-[(3S)-1-[(3R)-5-oxotetrahydrofuran-3-carbonyl]-3-piperidinyl]pyridine-2-carboxamide C1(CC1)C1=CC=C(C=C1)[C@H]([C@H](C)NC([C@@H](C)O)=O)OC=1C=CC(=NC1)C(=O)N[C@@H]1CN(CCC1)C(=O)[C@H]1COC(C1)=O